ClC1=CC=C2C(=C1)NC(C21N(C(C=2N=C(N(C21)C(C)C)C=2C=NC(=CC2OC)N(C)C)=O)C2=CC(=CC=C2)Cl)=O 6-chloro-5'-(3-chlorophenyl)-2'-(6-(dimethylamino)-4-methoxypyridin-3-yl)-3'-isopropyl-3'H-spiro[indoline-3,4'-pyrrolo[3,4-d]imidazole]-2,6'(5'H)-dione